(1R,3R,5R)-N-((R)-cyclopropyl(2,5-difluoro-4-(trifluoromethyl)phenyl)methyl)-2-(5-(methylsulfonyl)nicotinoyl)-2-azabicyclo[3.1.0]hexane-3-carboxamide C1(CC1)[C@@H](NC(=O)[C@@H]1N([C@@H]2C[C@@H]2C1)C(C1=CN=CC(=C1)S(=O)(=O)C)=O)C1=C(C=C(C(=C1)F)C(F)(F)F)F